2-methoxy-4-[6-(1-methyl-pyrazol-4-yl)imidazo[1,2-a]pyrazin-3-yl]phenol COC1=C(C=CC(=C1)C1=CN=C2N1C=C(N=C2)C=2C=NN(C2)C)O